4-[4-(cyclopropylmethyl-sulfonyl)-3-methyl-phenyl]-3-(difluoromethoxy)-1H-pyrazolo[4,3-c]pyridine C1(CC1)CS(=O)(=O)C1=C(C=C(C=C1)C1=NC=CC2=C1C(=NN2)OC(F)F)C